(R)-4-(5-(5-fluoro-2-methylpyridin-4-yl)-1H-pyrazole-3-carbonyl)-N-((1r,4R)-4-methoxy-4-(trifluoromethyl)cyclohexyl)-4-azaspiro[2.5]octane-7-carboxamide FC=1C(=CC(=NC1)C)C1=CC(=NN1)C(=O)N1C2(CC2)C[C@@H](CC1)C(=O)NC1CCC(CC1)(C(F)(F)F)OC